(adamantan-1-yl)methyl isocyanate C12(CC3CC(CC(C1)C3)C2)CN=C=O